(S)-2-Cyclopropyl-5-(2'-methoxy-4'-methyl-3,4,5,6-tetrahydro-2H-[1,3']bipyridinyl-4-yl)-4-methyl-7-(2-trifluoromethylbenzyl)-2,4,5,7-tetrahydro-pyrazolo[3,4-d]pyrimidin-6-one C1(CC1)N1N=C2N(C(N([C@H](C2=C1)C)C1CCN(CC1)C=1C(=NC=CC1C)OC)=O)CC1=C(C=CC=C1)C(F)(F)F